2-fluoro-1-(3-(3-(6-(trifluoromethyl)pyridin-3-yl)-1H-pyrazolo[3,4-b]pyrazin-1-yl)azetidin-1-yl)prop-2-en-1-one FC(C(=O)N1CC(C1)N1N=C(C=2C1=NC=CN2)C=2C=NC(=CC2)C(F)(F)F)=C